CC=1NN(C(C1)=O)C1=CC=2CCCCC2C=C1 3-methyl-5-oxo-1-(5,6,7,8-tetrahydronaphthalen-2-yl)-1H-pyrazol